1,1'-(1,2-phenylenebis(methylene))bis(3-benzyl-5,6-bis(2-(2-(2-methoxyethoxy)ethoxy)ethoxy)-1H-benzo[d]imidazol-3-ium) bromide [Br-].C1(=C(C=CC=C1)CN1C=[N+](C2=C1C=C(C(=C2)OCCOCCOCCOC)OCCOCCOCCOC)CC2=CC=CC=C2)CN2C=[N+](C1=C2C=C(C(=C1)OCCOCCOCCOC)OCCOCCOCCOC)CC1=CC=CC=C1.[Br-]